CC1=C(N=C(N1C=1C=NC(=CC1)C)C(=O)OC)C#C[Si](C)(C)C Methyl 5-methyl-1-(6-methylpyridin-3-yl)-4-((trimethylsilyl) ethynyl)-1H-imidazole-2-carboxylate